FC(C=1C(=C(C=CC1)[C@@H](C)NC=1C2=C(N=C(N1)C)C=NC(=C2)N2CC=1N(CC2)N=C(C1)C#N)F)F 5-[4-({(1R)-1-[3-(difluoromethyl)-2-fluorophenyl]ethyl}amino)-2-methylpyrido[3,4-d]pyrimidin-6-yl]-4,5,6,7-tetrahydropyrazolo[1,5-a]pyrazine-2-carbonitrile